3-[4-[[(2-methoxybenzoyl)amino]methyl]phenyl]-5-(methylamino)-1-tetrahydrofuran-3-yl-pyrazole-4-carboxamide COC1=C(C(=O)NCC2=CC=C(C=C2)C2=NN(C(=C2C(=O)N)NC)C2COCC2)C=CC=C1